n-decyl-phthalazinone tert-butyl-3-(4-amino-1,3-dioxoisoindolin-2-yl)-2,6-dioxopiperidine-1-carboxylate C(C)(C)(C)OC(=O)N1C(C(CCC1=O)N1C(C2=CC=CC(=C2C1=O)N)=O)=O.C(CCCCCCCCC)C1=NNC(C2=CC=CC=C12)=O